6-(2,6-difluorophenyl)-4-((5-(4-methyl-2-oxopiperazin-1-yl)pyridin-2-yl)amino)pyridazine-3-carboxamide FC1=C(C(=CC=C1)F)C1=CC(=C(N=N1)C(=O)N)NC1=NC=C(C=C1)N1C(CN(CC1)C)=O